BrC1=CC=C2C(NN=C(C2=C1C)CC=1C=CC(=C(C(=O)O)C1)F)=O 5-((7-Bromo-8-methyl-4-oxo-3,4-dihydrophthalazin-1-yl)methyl)-2-fluorobenzoic acid